N-(7-chloro-3-(2,6-dichloro-3,5-dimethoxyphenyl)-2,6-naphthyridin-1-yl)tetrahydrofuran-2-carboxamide ClC1=NC=C2C=C(N=C(C2=C1)NC(=O)C1OCCC1)C1=C(C(=CC(=C1Cl)OC)OC)Cl